C(=O)C1=CN(C2=CC=CC=C12)CC(=O)N(C(C)C)C(C)C 2-(3-formyl-1H-indol-1-yl)-N,N-diisopropylacetamide